NC1=NC=C(C(=N1)NCCC(C)(O)C)C(F)(F)F 4-((2-amino-5-(trifluoromethyl)pyrimidin-4-yl)amino)-2-methylbutan-2-ol